7,4-dihydroxy-5,6,8,3-tetramethylhydroxyflavanol OC1=C(C(=C2C(C(C(OC2=C1C)(C1=CC=CC=C1)O)(O)C)O)C)C